CN(CCCCN(C)C)C 1,4-bis(dimethylamino)butane